ClC=1C2=C(N=CN1)N(C=C2C=2C=CC(=C(C#N)C2)OCC(C)(C)O)C2=CC=CC=C2 5-(4-chloro-7-phenyl-7H-pyrrolo[2,3-d]pyrimidin-5-yl)-2-(2-hydroxy-2-methyl-propoxy)-benzonitrile